C(C)(C)(C)OC(=O)N1CCC(CC1)N1CC2=CC=CC=C2CC1 4-(3,4-Dihydroisoquinolin-2(1H)-yl)piperidine-1-carboxylic acid tert-butyl ester